CC(COC=1N=C(C2=C(N1)N(N=N2)CC2=NON=C2C)N2C[C@H](CC2)NC(C)=O)(C)C N-[(3S)-1-[5-(2,2-Dimethylpropoxy)-3-[(4-methyl-1,2,5-oxadiazol-3-yl)methyl]triazolo[4,5-d]pyrimidin-7-yl]pyrrolidin-3-yl]acetamide